2-chloro-N-[4-chloro-3-(2-pyridinyl)phenyl]-4-(methyl-sulfonyl)-benzamide ClC1=C(C(=O)NC2=CC(=C(C=C2)Cl)C2=NC=CC=C2)C=CC(=C1)S(=O)(=O)C